C12C(C3CC(CC(C1)C3)C2)=CC=2C=C(C=3[C@H]1[C@H](C(OC3C2)(C)C)CC=C(C1)C)O (6Ar,10aR)-3-(2-adamantylidenemethyl)-6,6,9-trimethyl-6a,7,10,10a-tetrahydrobenzo[c]chromen-1-ol